C(C)N(CC)C1=CC=C2C=C(C(OC2=C1)=O)C=O 7-(N,N'-diethylamino)coumarin-3-formaldehyde